BrC1=CC=CC(=N1)C1C(C1)C(=O)O 2-(6-bromopyridin-2-yl)cyclopropane-1-carboxylic acid